C(C(=O)O)(=O)O.FC1=CC=C(C=C1)CCCN 3-(4-fluorophenyl)propylamine oxalate